P(=O)(O)(O)OC[C@@H]1[C@H]([C@H]([C@@H](O1)N1C(=O)NC(=O)C=C1)O)O uridine phosphate